bis(1,1'-biphenyl-4-yl)-9,9'-Bianthracene C1(=CC=C(C=C1)C1=C2C=CC=CC2=C(C2=CC=CC=C12)C=1C2=CC=CC=C2C(=C2C=CC=CC12)C1=CC=C(C=C1)C1=CC=CC=C1)C1=CC=CC=C1